3-(5-(difluoromethyl)-1,3,4-thiadiazol-2-yl)-1-methyl-N-(3-methyloxetane-3-yl)-8-(2-oxa-7-azaspiro[3.5]non-7-yl)imidazo[1,5-a]pyridine-6-sulfonamide FC(C1=NN=C(S1)C1=NC(=C2N1C=C(C=C2N2CCC1(COC1)CC2)S(=O)(=O)NC2(COC2)C)C)F